[2-[3-(difluoromethyl)-5-methyl-pyrazol-1-yl]-6-[5-(7,8-dihydro-5H-pyrano[4,3-c]pyridazin-3-ylamino)benzimidazol-1-yl]-3-pyridinyl]methanol FC(C1=NN(C(=C1)C)C1=NC(=CC=C1CO)N1C=NC2=C1C=CC(=C2)NC2=CC1=C(N=N2)CCOC1)F